N-[6-(5-Chloro-2-Fluorophenyl)Pyridazin-4-yl]-7-(2-{4-[2-(Dimethylamino)Ethyl]Piperazin-1-yl}Ethoxy)Quinolin-4-Amin ClC=1C=CC(=C(C1)C1=CC(=CN=N1)NC1=CC=NC2=CC(=CC=C12)OCCN1CCN(CC1)CCN(C)C)F